C(CC)OCN(C(C=C)=O)COCCC N,N-bis(propoxymethyl)acrylamide